tert-Butyl ((7,7-dioxido-5,6-dihydro-4H-thieno[2,3-b]thiopyran-4-yl)methyl)carbamate O=S1(C2=C(C(CC1)CNC(OC(C)(C)C)=O)C=CS2)=O